2-ethyl-2-methyl-1,3-propanediol benzoate mesitylglyoxylate C1(=C(C(=CC(=C1)C)C)C(C(=O)OCC(COC(C1=CC=CC=C1)=O)(C)CC)=O)C